DICINNAMYL PEROXIDE C(C=CC1=CC=CC=C1)OOCC=CC1=CC=CC=C1